3-(3-methyl-3H-imidazo[4,5-b]pyridin-6-yl)-3-(5-(2-(5,6,7,8-tetrahydro-1,8-naphthyridin-2-yl)ethoxy)-1H-indazol-1-yl)propionic acid CN1C=NC=2C1=NC=C(C2)C(CC(=O)O)N2N=CC1=CC(=CC=C21)OCCC2=NC=1NCCCC1C=C2